5-fluoro-6-isopropyl-2,3-dihydro-1H-inden-4-amine FC1=C(C=2CCCC2C=C1C(C)C)N